Methyl 3-((5-bromo-3-chloro-2-hydroxyphenyl)sulfonamido)-5-(1-cyanocyclobutyl)benzoate BrC=1C=C(C(=C(C1)S(=O)(=O)NC=1C=C(C(=O)OC)C=C(C1)C1(CCC1)C#N)O)Cl